tert-butyl N-ethyl-N-[5-fluoro-3-methyl-2-oxo-3-[(3R)-3-(4-allylsulfonylanilino)-1-piperidyl]indolin-7-yl]carbamate C(C)N(C(OC(C)(C)C)=O)C=1C=C(C=C2C(C(NC12)=O)(N1C[C@@H](CCC1)NC1=CC=C(C=C1)S(=O)(=O)CC=C)C)F